5,6-dihydrobenzo[4,5]imidazo[1,2-c]quinazoline C1=C2C=3N(CNC2=CC=C1)C1=C(N3)C=CC=C1